ethyl N-(4-hydroxybutanoyl)-3-methoxyphenylalaninate OCCCC(=O)N[C@@H](CC1=CC(=CC=C1)OC)C(=O)OCC